C1(CC1)C=1C=CN2C=C(C(C(=C2C1)I)=O)I 8-cyclopropyl-1,3-diiodoquinolizin-2-one